(9H-fluoren-9-yl)methyl (1-(1,4-dioxaspiro[4.5]decan-8-yl)ethyl)carbamate O1CCOC12CCC(CC2)C(C)NC(OCC2C1=CC=CC=C1C=1C=CC=CC21)=O